4,4-dimethylcyclohexylamine hydrochloride Cl.CC1(CCC(CC1)N)C